CN(C[C@@H](C1=CC=C(C=C1)C1=C(N=CS1)C)NC(=O)C1NCC(C1)O)C N-((R)-2-(dimethylamino)-1-(4-(4-methylthiazol-5-yl)phenyl)ethyl)-4-hydroxypyrrolidine-2-carboxamide